C[SiH](F)C dimethyl-fluorosilane